FC1=C(C(=CC(=C1)C1=CC2=NC=CC(=C2O1)C1=CC(=NC=C1)C(C)(C)O)F)C(=O)N1C[C@@H](O[C@@H](C1)C)C (2,6-difluoro-4-(7-(2-(2-hydroxypropan-2-yl)pyridin-4-yl)furo[3,2-b]pyridin-2-yl)phenyl)((2S,6R)-2,6-dimethylmorpholino)methanone